ClC=1C=CC(=C(C1)C1=CC(=C(N=N1)N(CCC(C(F)(F)F)O)C)NC1=CC(=NC=C1)NC(CN1[C@@H]2CN([C@H](C1)C2)C)=O)F N-(4-{[6-(5-chloro-2-fluorophenyl)-3-[methyl(4,4,4-trifluoro-3-hydroxybutyl)amino]pyridazin-4-yl]amino}pyridin-2-yl)-2-[(1S,4S)-5-methyl-2,5-diaza-bicyclo[2.2.1]heptan-2-yl]acetamide